C(C1=CC=CC=C1)NC1=NC=NC(=C1\N=C\C1=C(C(=C(OCCN2CCN(CC2)C(=O)OC(C)(C)C)C=C1)Cl)Cl)OC1(CC1)C tert-butyl (E)-4-(2-(4-(((4-(benzylamino)-6-(1-methylcyclopropoxy)pyrimidin-5-yl)imino)methyl)-2,3-dichlorophenoxy)ethyl)piperazine-1-carboxylate